C(N)(=O)C=1N(N=C2C1NCCC2N2CCN(CC2)C(=O)OC(C)(C)C)C2=CC=C(C=C2)OC2=CC(=CC=C2)F tert-butyl 4-{3-carbamoyl-2-[4-(3-fluorophenoxy)phenyl]-4,5,6,7-tetrahydro-2H-pyrazolo[4,3-b]pyridin-7-yl}piperazine-1-carboxylate